1-(4-(phenylsulfanyl)phenyl)-1,2-octanedione 2-(O-benzoyl oxime) C(C1=CC=CC=C1)(=O)ON=C(C(=O)C1=CC=C(C=C1)SC1=CC=CC=C1)CCCCCC